CC1=C(C(=CC=C1)C)NS(=O)(=O)C=1C=C(C=NC1OC)NC(=O)C=1N=C(OC1)C1=CC=CC=C1 N-(5-(N-(2,6-dimethylphenyl)sulfamoyl)-6-methoxypyridin-3-yl)-2-phenyloxazole-4-carboxamide